3-(3-(4-(chloromethyl)phenyl)-5-(methylthio)-3H-imidazo[4,5-b]pyridin-2-yl)pyridin-2-amine ClCC1=CC=C(C=C1)N1C(=NC=2C1=NC(=CC2)SC)C=2C(=NC=CC2)N